5-((5-(3,4-difluorophenyl)pyridin-3-yl)oxy)-2-(piperidin-4-yloxy)nicotinonitrile FC=1C=C(C=CC1F)C=1C=C(C=NC1)OC=1C=NC(=C(C#N)C1)OC1CCNCC1